2-(2-hydroxyethyl)cyclopropane-1-carboxylic acid OCCC1C(C1)C(=O)O